NC1=C(C=C(N=N1)C1=C(C=CC=C1)O)N1CC2CCC(C1)N2C2=CC(=NC=C2)C#CCN2CC1CCC1C2 2-[6-amino-5-[8-[2-[3-(3-azabicyclo[3.2.0]heptan-3-yl)prop-1-ynyl]-4-pyridinyl]-3,8-diazabicyclo[3.2.1]oct-3-yl]pyridazin-3-yl]phenol